3-(trifluoromethyl)bicyclo[1.1.1]pentan-1-amine FC(C12CC(C1)(C2)N)(F)F